C1=CC=CC=2C3=CC(C=CC3=NC12)=O Carbazole-6-one